(S)-isopropyl 2-(2-(3-(5-(((S)-1-cyclopropylethyl) carbamoyl)-4H-1,2,4-triazol-3-yl) phenyl) oxazole-5-carboxamido)-3-methylbutyrate C1(CC1)[C@H](C)NC(=O)C=1NC(=NN1)C=1C=C(C=CC1)C=1OC(=CN1)C(=O)N[C@H](C(=O)OC(C)C)C(C)C